1-((1-((R)-3-cyclohexyl-2-methylpropanoyl)-4-hydroxy-3,3-dimethylpiperidin-4-yl)methyl)-6-oxo-4-phenyl-1,6-dihydropyridine-3-carboxylic acid C1(CCCCC1)C[C@H](C(=O)N1CC(C(CC1)(O)CN1C=C(C(=CC1=O)C1=CC=CC=C1)C(=O)O)(C)C)C